1,2,3,5-tetrahydro-4H-benzo[e][1,4]diazepine N1CCNCC2=C1C=CC=C2